C(C(=C)C)(=O)OC1CC(N(C(C1)(C)C)O)(C)C 4-methacryloxy-2,2,6,6-tetramethylpiperidinol